N-(3-chloro-4-(1H-pyrazol-1-yl)phenyl)-1-(4-oxo-4H-pyrido[1,2-a]pyrimidin-9-yl)-5-(trifluoromethyl)-1H-pyrazole-4-carboxamide ClC=1C=C(C=CC1N1N=CC=C1)NC(=O)C=1C=NN(C1C(F)(F)F)C1=CC=CN2C1=NC=CC2=O